C(C)(=O)N[C@@H]1[C@H](CC(C(O)=O)(O)O[C@H]1[C@H](O)[C@](O)(COC(C)=O)C)O 5-N-acetyl-9-O-acetyl-8-methyl-neuraminic acid